C1(=CC=CC=C1)C=1C(=C(C(=O)P([O-])([O-])=O)C(=CC1C)C)C.[Li+].C(C)(C)C1=C(C=CC=C1)OP(=O)(OC1=C(C=CC=C1)C(C)C)OC1=C(C=CC=C1)C(C)C.ClCCS(=O)(=O)C1=CC=CC2=C(C=CC=C12)S(=O)(=O)CCCl.[Li+] 1,5-bis(2-chloroethylsulfonyl)naphthalene tri(2-isopropylphenyl)phosphate lithium phenyl-2,4,6-trimethylbenzoyl-phosphonate